4,5-diphenylfluorene C1(=CC=CC=C1)C1=CC=CC=2CC3=CC=CC(=C3C12)C1=CC=CC=C1